ethyl 2-amino-6-(4-((benzyloxy) carbonyl) piperazin-1-yl)-1H-indole-3-carboxylate NC=1NC2=CC(=CC=C2C1C(=O)OCC)N1CCN(CC1)C(=O)OCC1=CC=CC=C1